5-(2-Fluoropyridin-3-yl)-N-(piperidin-4-yl)-1H-indole-3-carboxamide FC1=NC=CC=C1C=1C=C2C(=CNC2=CC1)C(=O)NC1CCNCC1